N1C=C(C2=CC=CC=C12)NC(=O)C1=CC=C2C3(C(N(C2=C1)CC1=CSC=C1)=O)CC3 N-(1H-indol-3-yl)-2'-oxo-1'-(thiophen-3-ylmethyl)spiro[cyclopropane-1,3'-indoline]-6'-carboxamide